C(CCC)[N+](CCCC)(CCCC)CCCC.C(CCC)[N+](CCCC)(CCCC)CCCC.N1=C(N=C(N=C1S)S)S 1,3,5-Triazine-2,4,6-trithiol di(tetrabutylammonium) salt